C(C)(C)(C)NC(=O)C1=NC=CC(=C1)NC(CC1=C(C(=CC(=C1)Cl)C(C)O)OC)=O N-tert-Butyl-4-[[2-[5-chloro-3-(1-hydroxyethyl)-2-methoxy-phenyl]acetyl]amino]pyridine-2-carboxamide